FC(OC1=CC=C(C=C1)C1(CC1)C(=O)NC1C2CCC(C(C1)C)N2C(=O)OC(C)(C)C)F tert-butyl 2-{1-[4-(difluoromethoxy)phenyl]cyclopropaneamido}-4-methyl-8-azabicyclo[3.2.1]octane-8-carboxylate